COCC1(CN(C=2N=C(N=CC21)SC)C2=NN(C=C2)C)C 5-(methoxymethyl)-5-methyl-7-(1-methylpyrazol-3-yl)-2-methylsulfanyl-6H-pyrrolo[2,3-d]pyrimidine